C(C1=CC=CC=C1)OC=1C=C(C=CC1)[C@@H]([C@@H]1N([C@H](CCC1)CCC)C(=O)OC(C)(C)C)O tert-butyl (2R,6S)-2-((S)-(3-(benzyloxy)phenyl)(hydroxy)methyl)-6-propylpiperidine-1-carboxylate